bis(tetrahydrofuran) europium [Eu].O1CCCC1.O1CCCC1